BrC1=NN2C(N=C(C=C2C2=NN(N=C2)C2CC2)C(=O)N2[C@@H](C3=CC=CC=C3CC2)C)=C1 (R)-(2-bromo-7-(2-cyclopropyl-2H-1,2,3-triazol-4-yl)pyrazolo[1,5-a]pyrimidin-5-yl)(1-methyl-3,4-dihydroisoquinolin-2(1H)-yl)methanone